(3-ethyl-3-oxetanyl)methoxysilane C(C)C1(COC1)CO[SiH3]